(S)-4-((2-phenoxyethyl)(4-(5,6,7,8-tetrahydro-1,8-naphthyridin-2-yl)butyl)amino)-2-((R)-2-phenylpropanamido)butanoic acid O(C1=CC=CC=C1)CCN(CC[C@@H](C(=O)O)NC([C@H](C)C1=CC=CC=C1)=O)CCCCC1=NC=2NCCCC2C=C1